FC1=CC=C(C=C1)N1C(=C(C2=C(C=CC=C12)O)C1=CC=C(C(=O)O)C=C1)C(C)C1COCC1 4-[1-(4-fluorophenyl)-4-hydroxy-2-(1-tetrahydrofuran-3-ylethyl)indol-3-yl]benzoic acid